FC=1C=C2C=CC(=NC2=CC1)C1=CC(=NN1C1=CC=CC=C1)C1=CC=CC=C1 6-fluoro-2-(1,3-diphenyl-1h-pyrazol-5-yl)-quinoline